perfluoropyruvic acid fluoride FC(C(C(=O)F)=O)(F)F